(E)-4-(4-hydroxy-3-methoxyphenylmethyleneamino)-3-ethyl-4H-1,2,4-triazole OC1=C(C=C(C=C1)\C=N\N1C(=NN=C1)CC)OC